C(C)(=O)N1[C@H](CCC1)C(=O)N1[C@@H]([C@H]2C([C@H]2C1)(C)C)C(=O)O (1R,2S,5S)-3-[(2R)-1-acetylpyrrolidine-2-carbonyl]-6,6-dimethyl-3-azabicyclo[3.1.0]hexane-2-carboxylic acid